(R)-tert-butyl 1-(4-chlorophenyl)-4a-(4-(trifluoromethyl) picolinoyl)-4a,5,7,8-tetrahydro-1H-pyrazolo[3,4-g]isoquinoline-6(4H)-carboxylate ClC1=CC=C(C=C1)N1N=CC2=C1C=C1CCN(C[C@]1(C2)C(C2=NC=CC(=C2)C(F)(F)F)=O)C(=O)OC(C)(C)C